1-methyl-4-hydroxy-3-(2,2,2-trifluoroethan-1-on-1-yl)benzofuro[3,2-h]quinolin CN1CC(=C(C2=CC=C3C(=C12)OC1=C3C=CC=C1)O)C(C(F)(F)F)=O